NC1CCN(CC1)C1=NC(=C2N=CN(C2=N1)C(C)C)NCC1=C(C=CC=C1)N1C(=NC=C1)C 2-(4-aminopiperidin-1-yl)-9-isopropyl-N-(2-(2-methyl-1H-imidazol-1-yl)benzyl)-9H-purin-6-amine